tert-butyl 9-(1-methoxy-2-methyl-1-oxopropan-2-yl)-3,9-diazaspiro[5.5]undecane-3-carboxylate COC(C(C)(C)N1CCC2(CCN(CC2)C(=O)OC(C)(C)C)CC1)=O